COC1=C2CN(C(C2=CC=C1C1CCN(CC1)C1CC(C1)OC1CCNCC1)=O)C1C(NC(CC1)=O)=O 3-(4-methoxy-1-oxo-5-(1-((1r,3r)-3-(piperidin-4-yloxy)cyclobutyl)piperidin-4-yl)isoindolin-2-yl)piperidine-2,6-dione